1-(4-{2-[4-Amino-5-(5-chloro-2-isopropyl-4-methoxy-phenoxy)-pyrimidin-2-ylamino]-propyl}-piperazin-1-yl)-ethanone NC1=NC(=NC=C1OC1=C(C=C(C(=C1)Cl)OC)C(C)C)NC(CN1CCN(CC1)C(C)=O)C